Triethyl-1-(3,4-dimethylphenyl)-4-oxo-1,4-dihydropyridine-2,3,5-tricarboxylate C(C)OC(=O)C=1N(C=C(C(C1C(=O)OCC)=O)C(=O)OCC)C1=CC(=C(C=C1)C)C